3-bromo-2-chloro-4H-thieno[3,2-b]pyrrole-5-carboxylic acid methyl ester COC(=O)C1=CC2=C(N1)C(=C(S2)Cl)Br